BrC1=C(C=CC=2C=COC21)F 7-bromo-6-fluoro-benzofuran